7-azido-1-((4-(trifluoromethyl)phenyl)sulfonyl)heptan-2-ol N(=[N+]=[N-])CCCCCC(CS(=O)(=O)C1=CC=C(C=C1)C(F)(F)F)O